3,5-dichloro-4-fluoro-phenyl 2,4,6-tri-O-acetyl-3-deoxy-3-[4-(2-thienyl)-1H-1,2,3-triazol-1-yl]-1-thio-alpha-D-galactopyranoside C(C)(=O)O[C@H]1[C@@H](SC2=CC(=C(C(=C2)Cl)F)Cl)O[C@@H]([C@@H]([C@@H]1N1N=NC(=C1)C=1SC=CC1)OC(C)=O)COC(C)=O